2-((4-(3-(4-Chloro-2-fluorophenyl)-3-methyl-4-carbonylchroman-5-yl)piperidin-1-yl)methyl)-1-(((S)-Oxetan-2-yl)methyl)-1H-benzo[d]imidazole-6-carboxylic acid ClC1=CC(=C(C=C1)C1(COC2=CC=CC(=C2C1=C=O)C1CCN(CC1)CC1=NC2=C(N1C[C@H]1OCC1)C=C(C=C2)C(=O)O)C)F